ClC1=C2CN(C(C2=CC=C1N1CCC(CC1)CN1CCC(CC1)CC1CCNCC1)=O)C1C(NC(CC1)=O)=O 3-(4-chloro-1-oxo-5-(4-((4-(piperidin-4-ylmethyl)piperidin-1-yl)methyl)piperidin-1-yl)isoindolin-2-yl)piperidine-2,6-dione